CN=CC=NC 1,2-bis(methylimino)ethane